C(C)C1=C(C(=CC=C1)CC)NC(=S)NC1=C(C=C(C=C1C)C)C N-(2,6-diethylphenyl)-N'-(2,4,6-trimethylphenyl)thiourea